C(C)(C)(C)OC(=O)N1CCC(CC1)C1=CC=C(C(=O)O)C=C1 4-[1-(tert-butoxycarbonyl)piperidin-4-yl]benzoic acid